BrC1=CC(=NC=C1)NC(CN1CCN(CCC1)C)=O N-(4-bromopyridin-2-yl)-2-(4-methyl-1,4-diazepan-1-yl)acetamide